C(C)(C)(C)OC(=O)N1CC2(CCN(CC2)CC2CCOCC2)C2=CC=CC=C12 1'-((tetrahydro-2H-pyran-4-yl)methyl)spiro[indoline-3,4'-piperidine]-1-carboxylic acid tert-butyl ester